7-(5-(2-fluoro-6-methylphenyl)-6-oxo-5,6-dihydro-1H-pyrazolo[4,3-c]pyridazin-3-yl)-2-methyl-1,2-dihydroisoquinolin-3(4H)-one FC1=C(C(=CC=C1)C)N1N=C2C(=CC1=O)NN=C2C2=CC=C1CC(N(CC1=C2)C)=O